2,4-dinitrophenyl-sulfenate [N+](=O)([O-])C1=C(C=CC(=C1)[N+](=O)[O-])OS